2-(1,1-diphenylprop-2-yl)-5-hydroxy-N-(isoxazol-4-yl)-1-methyl-6-oxo-1,6-dihydropyrimidine-4-carboxamide C1(=CC=CC=C1)C(C(C)C=1N(C(C(=C(N1)C(=O)NC=1C=NOC1)O)=O)C)C1=CC=CC=C1